CC12CCC=C(CCC=C(CCC2O1)C)C 1,5,9-trimethyl-13-oxabicyclo[10.1.0]-tridec-4,8-diene